ClC1=CC=C(C=2SC3=CC=CC=C3CC12)OCCC 1-chloro-4-propoxy-9H-thioxanthen